[Cl-].C(=O)(O)CCC(=O)OC(C(=O)OC1CC2CCC(C1)[N+]21CCCC1)(C1=CC=CC=C1)C1=CC=CC=C1 3-(2-((3-carboxypropanoyl)oxy)-2,2-diphenylacetoxy)spiro[bicyclo[3.2.1]octane-8,1'-pyrrolidin]-8-ium chloride